NC1=NC2=C(C=3N1N=C(N3)C=3OC=CC3)C=NN2C(C(=O)NC2CC(C2)O)(C)C2=CC=CC=C2 2-(5-amino-2-(furan-2-yl)-7H-pyrazolo[4,3-e][1,2,4]triazolo[1,5-c]pyrimidin-7-yl)-N-((1s,3s)-3-hydroxycyclobutyl)-2-phenylpropanamide